N-(2,2-difluoro-1,3-benzodioxol-4-yl)-6-methylsulfonyl-1H-indole-3-sulfonamide FC1(OC2=C(O1)C=CC=C2NS(=O)(=O)C2=CNC1=CC(=CC=C21)S(=O)(=O)C)F